N[C@@H]1CN(CC[C@H]1F)C1=NC2=C(N1CC(=O)N1[C@H](CCC1)C)C=C(C=C2)F 2-(2-((3r,4r)-3-amino-4-fluoropiperidin-1-yl)-6-fluoro-1H-benzo[d]imidazol-1-yl)-1-((S)-2-methylpyrrolidin-1-yl)ethan-1-one